BrC=1N=C2C(=NC1C)N(C(=C(C2=O)N2[C@H]1CC[C@@H]1N(CC2)C(=O)OC(C)(C)C)CC)CC(=O)O 2-(2-bromo-7-((1S,6S)-5-(tert-butoxycarbonyl)-2,5-diazabicyclo[4.2.0]octan-2-yl)-6-ethyl-3-methyl-8-oxopyrido[2,3-b]pyrazin-5(8H)-yl)acetic acid